2-(cyclopentylmethyl)-5-(6-(difluoromethyl)-2-(3-methyl-3H-imidazo[4,5-b]pyridin-6-yl)pyridin-3-yl)oxazole C1(CCCC1)CC=1OC(=CN1)C=1C(=NC(=CC1)C(F)F)C=1C=C2C(=NC1)N(C=N2)C